C(C)(C)(C)OOC(CCC(C)(C)OOC(C)(C)C)(C)C bis(tert-butylperoxy)-2,5-dimethylhexane